ClC=1C=C(C=CC1)N1C=CC2=CC=CC(=C12)C1=NNC(=C1)NC(C1=CC=C(C=C1)NC1CCN(CC1)C)=O N-(3-(1-(3-chlorophenyl)-1H-indol-7-yl)-1H-pyrazol-5-yl)-4-((1-methylpiperidin-4-yl)amino)benzamide